COC1=C(OC2=CC=C(C=C2)N2N=C3C(NCC[C@H]3N3CCN(CC3)S(=O)(=O)C3=C(C=CC=C3)[N+](=O)[O-])=C2C(=O)N)C=CC=C1 (7R)-2-[4-(2-methoxyphenoxy)phenyl]-7-[4-(2-nitrobenzene-1-sulfonyl)piperazin-1-yl]-4,5,6,7-tetrahydro-2H-pyrazolo[4,3-b]pyridine-3-carboxamide